(Z)-3-Fluoro-4-(Quinolin-8-Ylsulfonyl)but-2-En-1-Amine Dihydrochloride Monohydrate O.Cl.Cl.F\C(=C/CN)\CS(=O)(=O)C=1C=CC=C2C=CC=NC12